1-(4-(4-((1-(2,2-difluorocyclopropyl)-1H-pyrazol-4-yl)amino)pyrimidin-2-yl)phenyl)imidazolidin-2-one FC1(C(C1)N1N=CC(=C1)NC1=NC(=NC=C1)C1=CC=C(C=C1)N1C(NCC1)=O)F